C1(CCCC1)N1CC2=C(C(CC1)(C)C)C=CC(=C2)C2=CC(=NC(=C2)C)C 2-cyclopentyl-8-(2,6-dimethylpyridin-4-yl)-5,5-dimethyl-2,3,4,5-tetrahydro-1H-benzo[c]azepine